BrC1=C(C2=C(NC(=N2)C2=CC=CC=C2)C(=C1)OC)F 5-bromo-4-fluoro-7-methoxy-2-phenyl-1H-benzo[d]imidazole